N(=[N+]=[N-])C=1C(=NC(NC1)=O)N 5-azidocytosine